ClC=1C=C(C(=NC1)N1C(C(N(C(C1)=O)CC1=CC=C(C=C1)C(F)F)C12CC(C1)(C2)O)=O)F 1-(5-chloro-3-fluoropyridin-2-yl)-4-(4-(difluoromethyl)benzyl)-3-(3-hydroxybicyclo[1.1.1]pentan-1-yl)piperazine-2,5-dione